2-(quinoxalin-2-yl)benzo[d]oxazole N1=C(C=NC2=CC=CC=C12)C=1OC2=C(N1)C=CC=C2